[N+](=O)([O-])C=1C(OC2=C(C1)C=CC=C2)C2=CC=C(C=C2)C 3-nitro-2-(p-tolyl)-2H-benzopyran